ClC1=CC=C(C=C1)[C@@H](CNCCCOCCC(=O)OC(C)(C)C)C(=O)N1CCN(CC1)C=1C2=C(N=CN1)CC[C@H]2C tert-butyl 3-(3-(((S)-2-(4-chlorophenyl)-3-(4-((R)-5-methyl-6,7-dihydro-5H-cyclopenta[d]pyrimidin-4-yl)piperazin-1-yl)-3-oxopropyl)amino)propoxy)propanoate